C(=O)C1C2CN(CC12)C(=O)[O-] 6-formyl-3-azabicyclo[3.1.0]hexane-3-carboxylate